N-(3-(2-chloro-5-((1R,3R)-2,2-dichloro-3-(3,4-dichlorophenyl)cyclopropane-1-carboxamido)benzamido)-2,6-difluorophenyl)tetrahydrofuran-3-carboxamide ClC1=C(C(=O)NC=2C(=C(C(=CC2)F)NC(=O)C2COCC2)F)C=C(C=C1)NC(=O)[C@@H]1C([C@H]1C1=CC(=C(C=C1)Cl)Cl)(Cl)Cl